FC=1C(=C(C=CC1F)C1C(OC(C1C)(C)C)C(=O)NC1=CC(=NC=C1)C(=O)OC)OC methyl 4-[[3-(3,4-difluoro-2-methoxy-phenyl)-4,5,5-trimethyl-tetrahydrofuran-2-carbonyl]amino]pyridine-2-carboxylate